C(C=C)(=O)N1CCN(CC1)C1=C(C(N(C2=NC(=C(C=C12)Cl)C1=C(C(=C(C(=C1Cl)F)F)N)Cl)C=1C(=NC=CC1C)C(C)C)=O)C#N 4-(4-propenoylpiperazin-1-yl)-7-(3-amino-2,6-dichloro-4,5-difluorophenyl)-6-chloro-1-(2-isopropyl-4-methylpyridin-3-yl)-2-oxo-1,2-dihydro-1,8-naphthyridine-3-carbonitrile